BrC=1C=C(C=CC1)C(CCCC(CO[Si](C)(C)C(C)(C)C)(C)C)O 1-(3-bromophenyl)-6-[tert-butyl(dimethyl)silyl]oxy-5,5-dimethyl-hexan-1-ol